bis(4-octyl-cyclohexyl)phosphinic acid C(CCCCCCC)C1CCC(CC1)P(O)(=O)C1CCC(CC1)CCCCCCCC